C(C(C)C)(=O)N1[C@@](CCC1)(C(=O)O)CC1=CC=CC=C1 (R)-1-isobutyryl-2-benzylpyrrolidine-2-carboxylic acid